2-[6-amino-5-[8-(2-chloropyrimidin-4-yl)-3,8-diazabicyclo[3.2.1]octan-3-yl]pyridazin-3-yl]phenol NC1=C(C=C(N=N1)C1=C(C=CC=C1)O)N1CC2CCC(C1)N2C2=NC(=NC=C2)Cl